ClC=1C=C(C=CC1O)C1=NC(=NO1)N1C=CC2=CC(=CC=C12)C=O 1-(5-(3-chloro-4-hydroxyphenyl)-1,2,4-oxadiazol-3-yl)-1H-indole-5-carbaldehyde